ClC=1C=C(C(=NC1)CC1CC2(CN(C2)C(=O)N2CC3(C2)NC(CC3)=O)C1)F 2-[6-[(5-chloro-3-fluoro-2-pyridyl)methyl]-2-azaspiro[3.3]heptane-2-carbonyl]-2,5-diazaspiro[3.4]octan-6-one